4-morpholino-2-(4-phenylpyrazol-1-yl)-6-(3-pyridyl)furo[3,2-d]pyrimidine O1CCN(CC1)C=1C2=C(N=C(N1)N1N=CC(=C1)C1=CC=CC=C1)C=C(O2)C=2C=NC=CC2